FC(C)(F)C=1C=C(C=CC1)NC(=O)C1C(=NN(C1=O)C1=CC(=C(C=C1)OC(F)F)C=1C=NC=NC1)C N-(3-(1,1-difluoroethyl)phenyl)-1-(4-(difluoromethoxy)-3-(pyrimidin-5-yl)phenyl)-3-methyl-5-oxo-4,5-dihydro-1H-pyrazole-4-carboxamide